OC=1N=C2N(C(C1)=O)CCC2 (S)-2-hydroxy-4-oxo-4,6,7,8-tetrahydropyrrolo[1,2-a]pyrimidine